FC1=CC(=CC=2N(C(=NC21)N2C[C@H]([C@@H](CC2)F)NC)[C@H](C)C2=NC=C(C#N)C=C2)F 6-((R)-1-(4,6-Difluoro-2-((3R,4R)-4-fluoro-3-(methylamino)piperidin-1-yl)-1H-benzo[d]imidazol-1-yl)ethyl)nicotinonitril